NC1CCC=2C(=CC(=CC12)Cl)S(=O)(=O)NC1=C(C(=C(C=C1)F)Br)F 1-amino-N-(3-bromo-2,4-difluorophenyl)-6-chloro-2,3-dihydro-1H-indene-4-sulfonamide